C(#N)C[C@@H]1N(CCN(C1)C1=NC(=NC(=C1)C(NC1=CC(=CC2=CC=CC=C12)OC)=O)OCC1CN(CCC1)C)C(=O)OCC1=CC=CC=C1 benzyl (2S)-2-(cyanomethyl)-4-[6-[(3-methoxy-1-naphthyl)carbamoyl]-2-[(1-methyl-3-piperidyl)methoxy]pyrimidin-4-yl]piperazine-1-carboxylate